6-chloro-1-(oxetan-3-yl)pyrazolo[3,4-b]Pyrazine ClC1=CN=C2C(=N1)N(N=C2)C2COC2